2-(2-aminoethyl)-6-(dimethylamino)-1H-benzo[de]isoquinoline-1,3(2H)-dione NCCN1C(C2=CC=CC=3C2=C(C1=O)C=CC3N(C)C)=O